Nα-(tert-butoxycarbonyl)-Nα-methyl-L-tryptophan C(C)(C)(C)OC(=O)N([C@@H](CC1=CNC2=CC=CC=C12)C(=O)O)C